methyl-(2E)-but-2-ene-1,4-dioic acid (N,N-dimethylcarbamoyl) ethyl ester C(C)OC(/C=C(/C(=O)OC(N(C)C)=O)\C)=O